C1=C(C=CC2=CC=CC=C12)C=C=CC[C@@]1([C@H](OC2=CC=C(C=C2C1=O)[N+](=O)[O-])SC1=CC=CC=C1)C(=O)[O-] (2R,3S)-3-((R)-4-(naphthalen-2-yl)buta-2,3-dien-1-yl)-6-nitro-4-oxo-2-phenylthio-chromane-3-carboxylate